7-(Methylamino)-N-neopentyl-5-((2-carbonyl-1-(1H-pyrrol-1-yl)-1,2-dihydropyridin-3-yl)amino)pyrazolo[1,5-a]pyrimidine-3-carboxamide CNC1=CC(=NC=2N1N=CC2C(=O)NCC(C)(C)C)NC=2C(N(C=CC2)N2C=CC=C2)=C=O